C(OC=1C=C(C=C(C1)OC([2H])([2H])[2H])[C@@H](CNC(=O)C1=NC(=CN=C1)C1=CC=C(C=C1)OC([2H])([2H])[2H])O)([2H])([2H])[2H] (S)-N-(2-(3,5-bis(methoxy-d3)phenyl)-2-hydroxyethyl)-6-(4-(methoxy-d3)phenyl)pyrazine-2-carboxamide